(S)-2-(((2R,3R,4S,5R)-5-(6-amino-2-chloro-9H-purin-9-yl)-4-fluoro-3-hydroxytetrahydro-furan-2-yl)methoxy)-3-(4-(2-oxo-1,2-dihydropyridin-3-yl)phenyl)-2-(thiazol-4-yl)propanoic acid NC1=C2N=CN(C2=NC(=N1)Cl)[C@H]1[C@H]([C@@H]([C@H](O1)CO[C@@](C(=O)O)(CC1=CC=C(C=C1)C=1C(NC=CC1)=O)C=1N=CSC1)O)F